O.O.O.O.[O-2].[Mg+2] Magnesium Oxide Tetrahydrate